ClC=1C=CC(=C(C1Cl)NC(C(=O)OC(C)(C)C)=O)N1N=NN=C1 Tert-butyl 2-((5,6-dichloro-2-(1H-tetrazol-1-yl) phenyl) amino)-2-oxoacetate